tert-butyl ((E)-((tert-butoxycarbonyl)amino)((2S,4R)-4-hydroxy-2-(3-(4-(octyloxy)-3-(trifluoromethyl)phenyl)-1,2,4-oxadiazol-5-yl)pyrrolidin-1-yl)methylene)carbamate C(C)(C)(C)OC(=O)N/C(/N1[C@@H](C[C@H](C1)O)C1=NC(=NO1)C1=CC(=C(C=C1)OCCCCCCCC)C(F)(F)F)=N\C(OC(C)(C)C)=O